N1N=NC2=C1C=CC(=C2)CN2C(C1=CC=CC=C1C2CC2=C(C(=NN2C)N(C)C)Cl)=O 2-((1H-benzo[d][1,2,3]triazol-5-yl)methyl)-3-((4-chloro-3-(dimethylamino)-1-methyl-1H-pyrazol-5-yl)methyl)isoindolin-1-one